C(C)(C)(C)C1=C(C(=C(C=C1)O)CC)C(C)(C)C di-tert-butyl-o-ethylphenol